FN(C1=CC=CC=C1)CCC fluoro-N-propylaniline